ClC=1C=C(C=C(C1)Cl)NC1=NC2=CC=CC=C2C(N1)=O 2-((3,5-dichlorophenyl)amino)quinazolin-4(3H)-one